C(C1=CC=CC=C1)OC(=O)N[C@H](C(=O)O)CCC(C)(C)C (S)-2-(((benzyloxy)carbonyl)amino)-5,5-dimethylhexanoic acid